(1-methyl-1H-1,3-benzodiazol-5-yl)methanamine CN1C=NC2=C1C=CC(=C2)CN